FC=1C(=CC(=NC1)OCC(F)(F)F)C1=NN(C=2C[C@@H](CCC12)C(=O)N[C@@]1(CS(CC1)(=O)=O)C)C(C)C (R)-3-(5-fluoro-2-(2,2,2-trifluoroethoxy)pyridin-4-yl)-1-isopropyl-N-((S)-3-methyl-1,1-dioxidotetrahydrothiophen-3-yl)-4,5,6,7-tetrahydro-1H-indazole-6-carboxamide